2-(4-((4-(cyclopropylamino)-5-(trifluoromethyl)pyrimidin-2-yl)amino)-1H-indazol-1-yl)acetonitrile C1(CC1)NC1=NC(=NC=C1C(F)(F)F)NC1=C2C=NN(C2=CC=C1)CC#N